C1(CCCCC1)C[C@@H](C(=O)N[C@H](C=O)CCC(=O)N1CCOC2=C(C1)C=CC=C2)NC(OC2CCN(CC2)S(=O)(=O)C)=O 1-(methylsulfonyl)piperidin-4-yl ((S)-3-cyclohexyl-1-(((S)-5-(2,3-dihydrobenzo[f][1,4]oxazepin-4(5H)-yl)-1,5-dioxopentan-2-yl)amino)-1-oxopropan-2-yl)carbamate